ClC1=C2C3(C(N(C2=CC=C1F)CC(=O)NCC(F)(F)F)=O)CCC(CC3)O 2-((1r,4r)-4'-chloro-5'-fluoro-4-hydroxy-2'-oxospiro[cyclohexane-1,3'-indolin]-1'-yl)-N-(2,2,2-trifluoroethyl)acetamide